tert-butyl 2-(methoxymethyl)-4-(7-(((R)-1-methoxy-propan-2-yl)carbamoyl)-5-((2-(trimethylsilyl)eth-oxy)methyl)-5H-pyrrolo[2,3-b]pyrazin-2-yl)-2-methylpiperazine-1-carboxylate COCC1(N(CCN(C1)C=1N=C2C(=NC1)N(C=C2C(N[C@@H](COC)C)=O)COCC[Si](C)(C)C)C(=O)OC(C)(C)C)C